CC1=NC2=C(C=CC=C2C=C1CC(=O)OC(C)(C)C)[N+](=O)[O-] tert-butyl 2-(2-methyl-8-nitroquinolin-3-yl)acetate